C(CCCCCC)(=O)OCCCCCCCCCCCCCCCCCCCC eicosyl n-heptanoate